tert-butyl ((1-(5-(3-cyano-6-(1-methyl-1H-pyrazol-4-yl)pyrazolo[1,5-a]pyrazin-4-yl)pyridin-2-yl)azetidin-3-yl)methyl)carbamate C(#N)C=1C=NN2C1C(=NC(=C2)C=2C=NN(C2)C)C=2C=CC(=NC2)N2CC(C2)CNC(OC(C)(C)C)=O